ClC=1C(=NC(=NC1)NC1CCOCC1)C1=CC=C2CN(C(C2=C1)=O)CC(=O)N1C(C2=CC=CC=C2CC1)C 6-{5-chloro-2-[(oxacyclohex-4-yl)amino]pyrimidin-4-yl}-2-[2-(1-methyl-1,2,3,4-tetrahydroisoquinolin-2-yl)-2-oxoethyl]-2,3-dihydro-1H-isoindol-1-one